2-(4-chlorobenzyl)-5-isopropyl-1-(1H-1,2,4-triazol-1-ylmethyl)cyclopentanol ClC1=CC=C(CC2C(C(CC2)C(C)C)(O)CN2N=CN=C2)C=C1